CS(=O)(=O)N1CCN(CC1)CC=1C=C(N)C=C(C1)C1=NC2=CC=CC=C2N=C1 3-((4-(methylsulfonyl)piperazin-1-yl)methyl)-5-(quinoxalin-2-yl)aniline